8-hexylpentadecane C(CCCCC)C(CCCCCCC)CCCCCCC